FC1=CC=C(C=C1)C=1N=C(SC1C)NC=1C=C(C(=O)N[C@@H](CC2=CC=CC=C2)C(=O)O)C=CC1 (3-((4-(4-fluorophenyl)-5-methylthiazol-2-yl)amino)benzoyl)phenylalanine